5,5-dihydroxy-9-{1-[(4R)-4-hydroxy-L-prolyl]azetidin-3-yl}oxy-6-oxa-5-boranuidatricyclo[5.4.0.02,4]undeca-1(11),7,9-triene-8-carboxylic acid disodium salt [Na+].[Na+].O[B-]1(C2CC2C2=CC=C(C(=C2O1)C(=O)O)OC1CN(C1)C([C@H]1NC[C@@H](C1)O)=O)O.O[B-]1(C2CC2C2=CC=C(C(=C2O1)C(=O)O)OC1CN(C1)C([C@H]1NC[C@@H](C1)O)=O)O